CC1=CC=C(C=C1)S(=O)(=O)N[C@H](C(=O)NC1=CC=C(C=C1)N1CCOCC1)CCSC (S)-2-(4-methylphenylsulfonamido)-4-(methylthio)-N-(4-morpholinophenyl)butanamide